5-(quinoline-2-yl)isoindoline-1-one N1=C(C=CC2=CC=CC=C12)C=1C=C2CNC(C2=CC1)=O